NC=1C2=C(N=C(N1)C=1N=C(C=3N(C1)C(=CN3)N)CC3=CC(=CC=C3)F)NC(C2(C)C2=CC(=C(C=C2)Cl)OC)=O 4-Amino-2-(3-amino-8-[(3-fluorophenyl)methyl]imidazo[1,2-a]pyrazin-6-yl)-5-(4-chloro-3-methoxyphenyl)-5-methyl-5,7-dihydro-6H-pyrrolo[2,3-d]pyrimidin-6-one